C(=C/CCCC\C=C/CC)/C1=CC=C(C=C1)OC 1-((1Z,7Z)-deca-1,7-dien-1-yl)-4-methoxybenzene